COC1=C(C(=O)P(C(C)(C)C)(C(C2=C(C=CC=C2OC)OC)=O)=O)C(=CC=C1)OC bis(2,6-dimethoxybenzoyl)-t-butyl-phosphine oxide